NC1=NC(=NN2C1=NC=C2CC=2C=C(C(=NC2)N2CCN(CC2)CC(=O)N(C)C)C)OCCCC 2-(4-(5-((4-amino-2-butoxyimidazo[2,1-f][1,2,4]triazin-7-yl)methyl)-3-methylpyridin-2-yl)piperazin-1-yl)-N,N-dimethylacetamide